C(C)OC(C(CCCN1OCC2C1C(CN2C(=O)OC(C)(C)C)(F)F)(C)OCOC)=O tert-butyl 1-(5-ethoxy-4-(methoxymethoxy)-4-methyl-5-oxopentyl)-6,6-difluorotetrahydro-1H-pyrrolo[3,2-c]isoxazole-4(5H)-carboxylate